NC=1N(C=2C3=C(C4=C(NC(C13)=O)C(=CN=C4)F)N=C(N2)C)C2=C(C(=CC=C2C)O)C 5-amino-8-fluoro-4-(3-hydroxy-2,6-dimethylphenyl)-2-methyl-4,7-dihydro-6H-1,3,4,7,10-pentaazadibenzo[cd,f]azulene-6-one